N-{(1R)-1-[3'-(benzyloxy)biphenyl-3-yl]ethyl}-6,7-dimethoxy-2-methylquinazolin-4-amine C(C1=CC=CC=C1)OC=1C=C(C=CC1)C1=CC(=CC=C1)[C@@H](C)NC1=NC(=NC2=CC(=C(C=C12)OC)OC)C